4-fluoro-2,3-dihydro-1H-isoindole hydrochloride Cl.FC1=C2CNCC2=CC=C1